6'-fluoro-1'-methyl-4'-oxo-3',4'-dihydro-1'H-spiro[piperidine-4,2'-quinoline]-1-carboxamide FC=1C=C2C(CC3(N(C2=CC1)C)CCN(CC3)C(=O)N)=O